3-(1-oxo-5-((4-(thiophen-2-yl)piperazin-1-yl)methyl)isoindolin-2-yl)piperidine-2,6-dione O=C1N(CC2=CC(=CC=C12)CN1CCN(CC1)C=1SC=CC1)C1C(NC(CC1)=O)=O